6-[(1R,3S,5R,7R)-adamantan-2-yl]-2-methyl-3,6,7,8-tetrahydro-4H-pyrrolo[2,3-g]quinazolin-4-one C12C(C3CC(CC(C1)C3)C2)N2CCC3=C2C=C2C(NC(=NC2=C3)C)=O